3,3-difluoro-4-(5-((2-fluorobenzyl)oxy)-2-methylbenzofuran-3-carboxamido)piperidine-1-carboxylic acid tert-butyl ester C(C)(C)(C)OC(=O)N1CC(C(CC1)NC(=O)C1=C(OC2=C1C=C(C=C2)OCC2=C(C=CC=C2)F)C)(F)F